2-Ethyl 5-Chloro-6-Methoxy-1H-Indole-2-Carboxylate ClC=1C=C2C=C(NC2=CC1OC)C(=O)OCC